(2R,3R)-1-(6-oxo-5-(trifluoromethyl)-1,6-dihydropyridazin-4-yl)-3-(trifluoromethoxy)azetidin O=C1C(=C(C=NN1)N1CC(C1)OC(F)(F)F)C(F)(F)F